(2S)-2,4-dimethyl-1,4-diazacycloheptane-1-carboxylic acid benzyl ester C(C1=CC=CC=C1)OC(=O)N1[C@H](CN(CCC1)C)C